ClC=1C(=NC(=CC1)F)[C@@H](C1(CCCC1)C)NC1=C(C(C1=O)=O)NC1=C(C(=NC=C1)C(=O)N(C)C)O (R)-4-((2-(((3-chloro-6-fluoropyridin-2-yl)(1-methylcyclopentyl)methyl)amino)-3,4-dioxocyclobut-1-en-1-yl)amino)-3-hydroxy-N,N-dimethylpicolinamide